S(CCC(=O)O)CCC(=O)O.C(CCCCCCCCCCCCC)O.C(CCCCCCCCCCCCC)O ditetradecanol 3,3'-thiodipropionate